FC=1C=C(C(=NC1)OC)[C@@H](C)NC=1C=CC=2N(N1)C(=CN2)C2=CC(=NC=N2)CO (R)-(6-(6-((1-(5-fluoro-2-methoxypyridin-3-yl)ethyl)amino)imidazo[1,2-b]pyridazin-3-yl)pyrimidin-4-yl)methanol